3-(3-fluorophenyl)-3-chloroacrylonitrile FC=1C=C(C=CC1)C(=CC#N)Cl